C(C)(C)(C)OC(=O)NCCCC[C@H](NC(=S)N1C=CC2=C1N=CN=C2N(C)[C@H]2CN(CC[C@H]2C)C(CC#N)=O)C(=O)OC methyl N6-(tert-butoxycarbonyl)-N2-(4-(((3R,4R)-1-(2-cyanoacetyl)-4-methylpiperidin-3-yl) (methyl) amino)-7H-pyrrolo[2,3-d]pyrimidine-7-carbonothioyl)-L-lysinate